ClC1=CC=C2C[C@@H]([C@@H](C2=C1)O)NC([O-])=O (1R,2S)-6-Chloro-1-hydroxy-2,3-dihydro-1H-inden-2-yl-carbamat